C(=O)C1=CC=C(C=C1)CNC(COCCOCCNC(COCCOCCNC(CCCS(=O)(=O)NC(CCCCCCCCCCCCCCCC1=NN=NN1)=O)=O)=O)=O N-((1-(4-Formylphenyl)-3,12,21-trioxo-5,8,14,17-tetraoxa-2,11,20-triazatetracosan-24-yl)sulfonyl)-16-(1H-tetrazol-5-yl)hexadecanamide